Ethyl-1-ethyl-3-methyl-1H-pyrazole C(C)C=1C(=NN(C1)CC)C